N-(2-amino-1-(3-chloro-phenyl)ethyl)-1-(2-((4-fluoro-phenyl)amino)-5-methylpyridin-4-yl)-1H-pyrrole-3-carboxamide NCC(C1=CC(=CC=C1)Cl)NC(=O)C1=CN(C=C1)C1=CC(=NC=C1C)NC1=CC=C(C=C1)F